(S)-2-(4-((S)-3-(2,2-difluoroethyl)morpholino)-2-fluoro-6-methylbenzamido)-3-(4-(1-methyl-2,4-dioxo-1,2,5,7-tetrahydrofuro[3,4-d]pyrimidin-3(4H)-yl)phenyl)propanoic acid FC(C[C@H]1COCCN1C1=CC(=C(C(=O)N[C@H](C(=O)O)CC2=CC=C(C=C2)N2C(N(C3=C(C2=O)COC3)C)=O)C(=C1)C)F)F